7-nitrobenz-2,1,3-oxadiazole [N+](=O)([O-])C1=CC=CC=2C1=NON2